tert-butylethynyl carbamate C(N)(OC#CC(C)(C)C)=O